(diisopropylamino)(diethyl)aluminum C(C)(C)N(C(C)C)[Al](CC)CC